O[C@H]1C[C@H](N(C1)C(=O)OCC1=CC=CC=C1)C(=O)OC O1-benzyl O2-methyl (2S,4S)-4-hydroxypyrrolidine-1,2-dicarboxylate